3-(4-((1R,4r)-4-((1R,5R)-7-(1-(3-amino-6-(2-hydroxyphenyl)pyridazin-4-yl)-1H-pyrazol-4-yl)-3-oxa-7,9-diazabicyclo[3.3.1]nonan-9-yl)cyclohexyl)indolin-1-yl)piperidine-2,6-dione NC=1N=NC(=CC1N1N=CC(=C1)N1C[C@@H]2COC[C@@H](C1)N2C2CCC(CC2)C2=C1CCN(C1=CC=C2)C2C(NC(CC2)=O)=O)C2=C(C=CC=C2)O